N-[2-(4-chloro-3-fluorophenyl)-1-hydroxy-2-oxoethyl]-2-cyclopropylpyrimidine-5-carboxamide ClC1=C(C=C(C=C1)C(C(O)NC(=O)C=1C=NC(=NC1)C1CC1)=O)F